Bocpiperidine C(=O)(OC(C)(C)C)N1CCCCC1